(E)-2,6-nonadienal C(\C=C\CCC=CCC)=O